C(C)(=O)C1=NN(C2=CC=C(C=C12)C1=CC(=CC=C1)C#N)CC(=O)N1[C@@H](CC1)C(=O)NC1=NC(=CC=C1)C (S)-1-(2-(3-acetyl-5-(3-cyanophenyl)-1H-indazol-1-yl)acetyl)-N-(6-methylpyridin-2-yl)azetidine-2-carboxamide